2-[1-[(4-isopropylphenyl)methyl]-5-oxopyrrolidin-2-yl]-N-methylsulfonylacetamid C(C)(C)C1=CC=C(C=C1)CN1C(CCC1=O)CC(=O)NS(=O)(=O)C